FC1=CC(=C(C=C1[N+](=O)[O-])S(=O)(=O)Cl)C 4-Fluoro-2-methyl-5-nitrobenzensulfonyl chlorid